N-hydroxy-6-((4-(2-oxo-2-(pyridin-3-ylamino)ethyl)phenyl)ethynyl)-[1,1'-biphenyl]-2-carboxamide ONC(=O)C=1C(=C(C=CC1)C#CC1=CC=C(C=C1)CC(NC=1C=NC=CC1)=O)C1=CC=CC=C1